Ethyl-6-((3-morpholinopropyl)amino)benzo[cd]indol-2(1H)-one C(C)N1C(C2=C3C(C(=CC=C13)NCCCN1CCOCC1)=CC=C2)=O